ClC=1C=C(C=CC1C(N(C)C)=O)C1=CC(=NC=C1)C1=CCN(CC1)C(=O)OC(C)(C)C tert-butyl 4-(4-(3-chloro-4-(dimethyl carbamoyl)phenyl)pyridin-2-yl)-5,6-dihydropyridine-1(2H)-carboxylate